2'-chloro-N-(5-(5-chloro-3-methoxy-picolinoyl)-5,6-dihydro-4H-pyrrolo[3,4-d]thiazol-2-yl)-5'-methoxy-6-methyl-[4,4'-bipyridine]-3-carboxamide ClC1=NC=C(C(=C1)C1=C(C=NC(=C1)C)C(=O)NC=1SC2=C(N1)CN(C2)C(C2=NC=C(C=C2OC)Cl)=O)OC